C(#N)CC=1C=CC(=C(C1)N1C[C@H](C[C@H]1CO)NC(OC(C)(C)C)=O)[N+](=O)[O-] tert-butyl ((3S,5S)-1-(5-(cyanomethyl)-2-nitrophenyl)-5-(hydroxymethyl)pyrrolidin-3-yl)carbamate